C(CCC)C1(C2=CC=CC=C2C=2C=CC(=CC12)C(C(C)(N1CCOCC1)C)=O)CCCC 1-(9,9-dibutyl-9H-fluorene-2-yl)-2-methyl-2-morpholinopropane-1-one